(3s,4e)-1,5-diphenyl-3-hydroxypent-4-en-1-one C1(=CC=CC=C1)C(C[C@@H](\C=C\C1=CC=CC=C1)O)=O